3-(3-hydroxycyclobutyl)benzonitrile OC1CC(C1)C=1C=C(C#N)C=CC1